C(=O)(OC(C)(C)C)N1CCNCC1 1-bocpiperazine